Br.S(=O)(Cl)Cl thionyl chloride, hydrobromide